FC(C)(F)C=1C(=C(C=CC1)C(C)NC1=NC(=NC2=CC3=C(C=C12)N(C(CO3)=O)C)C)F 4-((1-(3-(1,1-difluoroethyl)-2-fluorophenyl)ethyl)amino)-2,6-dimethyl-6H-[1,4]oxazino[3,2-g]quinazolin-7(8H)-one